(R)-2-(3-(1-(4-methyl-4H-1,2,4-triazol-3-yl)propan-2-yl)phenyl)-4-(trifluoromethyl)-2,3-dihydro-1H-pyrrolo[3,4-c]pyridin-1-one CN1C(=NN=C1)C[C@@H](C)C=1C=C(C=CC1)N1CC=2C(=NC=CC2C1=O)C(F)(F)F